ethyl 5-(4-iodobenzoyl)oxy-2-[4-[2-[4-(6-prop-2-enoyloxyhexoxy)phenyl]ethynyl]benzoyl]oxy-benzoate IC1=CC=C(C(=O)OC=2C=CC(=C(C(=O)OCC)C2)OC(C2=CC=C(C=C2)C#CC2=CC=C(C=C2)OCCCCCCOC(C=C)=O)=O)C=C1